C1(CC1)C=1C=C(C=NC1)NC=1C2=C(N=CN1)C=CC(=N2)N2[C@@H]1CN([C@H](C2)C1)C(=O)OC(C)(C)C tert-Butyl (1S,4S)-5-(4-((5-cyclopropylpyridin-3-yl)amino)pyrido[3,2-d]pyrimidin-6-yl)-2,5-diazabicyclo[2.2.1]heptane-2-carboxylate